FC1=CC(=C(C=C1)C(=O)N1CC2(C1)CC(C2)C2=CC(=NN2C2=C(C=CC=C2)C)C)OC (4-fluoro-2-methoxyphenyl)(6-(3-methyl-1-(o-tolyl)-1H-pyrazol-5-yl)-2-azaspiro[3.3]heptan-2-yl)methanone